bromo(phenyl)(N,N'-tetramethyl-1,2-ethylenediamine) nickel [Ni].BrC(CN(C)C)(N(C)C)C1=CC=CC=C1